tert-butyl ((1r,4r)-4-((2-((4-((2-((S)-2-cyano-4,4-difluoropyrrolidin-1-yl)-2-oxoethyl)carbamoyl)quinolin-6-yl)(methyl)amino)ethyl)carbamoyl)cyclohexyl)carbamate C(#N)[C@H]1N(CC(C1)(F)F)C(CNC(=O)C1=CC=NC2=CC=C(C=C12)N(CCNC(=O)C1CCC(CC1)NC(OC(C)(C)C)=O)C)=O